(R)-2-((1-(2-(5,7-dihydro-6H-pyrrolo[3,4-b]pyrazin-6-yl)-3,7-dimethyl-4-oxo-4H-pyrido[1,2-a]pyrimidin-9-yl)ethyl)amino)benzoic acid N1=C2C(=NC=C1)CN(C2)C=2N=C1N(C(C2C)=O)C=C(C=C1[C@@H](C)NC1=C(C(=O)O)C=CC=C1)C